2-(5-(6-chloro-3-(1H-imidazol-1-yl)-5-methoxy-1-methyl-1H-indol-2-yl)-4H-1,2,4-triazol-3-yl)ethan-1-ol ClC1=C(C=C2C(=C(N(C2=C1)C)C=1NC(=NN1)CCO)N1C=NC=C1)OC